(3R,5'S)-5-bromo-1'-(methyl-L-leucyl)-2-oxospiro[indoline-3,3'-pyrrolidine] BrC=1C=C2C(=CC1)NC([C@@]21CN(CC1)C([C@@H](NC)CC(C)C)=O)=O